S1C2=C(C=C1)C(=CC=C2)N2CCN(CC2)CC[C@@H]2CC[C@H](CC2)NC(=O)C=2OC=CC2 N-(trans-4-(2-(4-(benzo[b]thiophen-4-yl)piperazin-1-yl)ethyl)cyclohexyl)furan-2-carboxamide